CN1N=NC2=C1C=CC(=C2C)C(CC(=O)OCC)C2=CC(=C(C=C2)C)C=O ethyl 3-(1,4-dimethyl-1H-benzo[d][1,2,3]triazol-5-yl)-3-(3-formyl-4-methylphenyl)propanoate